tert-butyl ((6-amino-2-(2,6-dioxopiperidin-3-yl)-1-oxoisoindolin-5-yl)methyl)carbamate NC1=C(C=C2CN(C(C2=C1)=O)C1C(NC(CC1)=O)=O)CNC(OC(C)(C)C)=O